C(CCCCCCCCCCCC=CCCCCCC)(=O)OCCCCCCCCCCCC(CC)C 12-methylmyristyl eicos-13-enoate